ClC=1C(=C(C(=CC1)N1N=NN=C1)C1=NC=NC(=C1)OC)F 4-[3-chloro-2-fluoro-6-(1H-1,2,3,4-tetrazol-1-yl)phenyl]-6-methoxypyrimidine